3-((cyclohexylmethyl)(3-((4-(dimethylamino)phenyl)sulfonylamino)propyl)amino)piperidine-1-sulfonamide C1(CCCCC1)CN(C1CN(CCC1)S(=O)(=O)N)CCCNS(=O)(=O)C1=CC=C(C=C1)N(C)C